C(C)(C)(C)OC(=O)N1[C@@H](CCC1)[C@@]1(OC2=C(C1)C(=C(C(=C2)F)Cl)C2=C(C(=NC=C2C(=O)OC)OCCOC2OCCCC2)F)C2=CC=CC=C2 methyl 4-((2S,4R)-2-((S)-1-(tert-butoxycarbonyl)pyrrolidin-2-yl)-5-chloro-6-fluoro-2-phenyl-2,3-dihydrobenzofuran-4-yl)-5-fluoro-6-(2-((tetrahydro-2H-pyran-2-yl)oxy)ethoxy)nicotinate